3-chloro-N-[1-(3-pyrazin-2-ylpyrazin-2-yl)ethyl]-5-(trifluoromethoxy)benzamide ClC=1C=C(C(=O)NC(C)C2=NC=CN=C2C2=NC=CN=C2)C=C(C1)OC(F)(F)F